ClS(=O)(=O)C1=C(C(=O)O)C=CC=C1 2-(chlorosulfonyl)benzoic acid